2-{2-[(1H-1,3-Benzodiazol-2-ylmethyl)amino]ethyl}-N-[(6-oxo-1,6-dihydropyridin-2-yl)methyl]-1,3-thiazole-4-carboxamide N1C(=NC2=C1C=CC=C2)CNCCC=2SC=C(N2)C(=O)NCC=2NC(C=CC2)=O